mono-sec-butoxyethyl-(ethyl)zirconium C(C)(CC)OCC[Zr]CC